2-({2-fluoro-4-methyl-5-[(2,2,2-trifluoroethyl)sulfinyl]phenyl}imino)-3-(2,2,2-trifluoroethyl)-1,3-thiazolidin-4-one FC1=C(C=C(C(=C1)C)S(=O)CC(F)(F)F)N=C1SCC(N1CC(F)(F)F)=O